(2,2'-dimethyl-[1,1'-biphenyl]-3,3'-diyl)bis(5-methyl-4,5,6,7-tetrahydrothiazolo[5,4-c]pyridine-2-carboxamide) CC1=C(C=CC=C1C1N(CCC2=C1SC(=N2)C(=O)N)C)C2=C(C(=CC=C2)C2N(CCC1=C2SC(=N1)C(=O)N)C)C